4-(5,7-Dichloro-2,3-dihydrobenzofuran-4-yl)-6-methylpyrimidin-2-amine ClC=1C=C(C2=C(CCO2)C1C1=NC(=NC(=C1)C)N)Cl